C(CCC)C1N(S(C2=C(N(C1)C1=CC=CC=C1)N=C(C(=C2)O)SC)(=O)=O)C 3-butyl-8-hydroxy-2-methyl-7-(methylthio)-5-phenyl-2,3,4,5-tetrahydropyrido[2,3-f][1,2,5]thiadiazepine 1,1-dioxide